3-(trifluoromethyl)isoxazole-5-carboxamide 3-butylheptyl-8-[(3-aminopropyl)[8-(heptadecan-9-yloxy)-8-oxooctyl]amino]octanoate C(CCC)C(CCOC(CCCCCCCN(CCCCCCCC(=O)OC(CCCCCCCC)CCCCCCCC)CCCN)=O)CCCC.FC(C1=NOC(=C1)C(=O)N)(F)F